FC1=C(COC=2C=C3N(C(N2)=O)C[C@@H]2N3CCCC2)C=CC(=C1)F (R)-3-((2,4-Difluorobenzyl)oxy)-6,7,8,9,9a,10-hexahydro-1H-pyrido[1',2':3,4]imidazo[1,2-c]pyrimidin-1-one